C1(CC1)[C@]1(C(N(C[C@H]1C)C=1C=2N(N=CC1)C=C(C2)C2=NC=CC=C2F)=O)C#N (3R,4S)-3-cyclopropyl-1-[6-(3-fluoropyridin-2-yl)pyrrolo[1,2-b]pyridazin-4-yl]-4-methyl-2-oxopyrrolidine-3-carbonitrile